C(#C)C=1SC=C(N1)C(=O)N1CCN(CC1)C1=CC=C(C=C1)C1=CC(=CC=2N=CSC21)C(=O)OC Methyl 7-(4-(4-(2-ethynylthiazole-4-carbonyl)piperazin-1-yl)phenyl)benzo[d]-thiazole-5-carboxylate